CN1C(OC=C1)C=CCCCCCC 3,7-dimethyl-2-heptenyl-oxazoline